2-[(2S)-2-aminobutyl]-3-bromo-5-chloro-N-[(thiophen-2-yl)methyl]thieno[3,2-b]pyridin-7-amine dihydrochloride Cl.Cl.N[C@H](CC1=C(C2=NC(=CC(=C2S1)NCC=1SC=CC1)Cl)Br)CC